2,2'-bis(carboxymethoxy)-1,1'-bicyclohexane C(=O)(O)COC1C(CCCC1)C1C(CCCC1)OCC(=O)O